FC(CN1N=CC=2C1=NC(=CN2)N2C(C1(CC2)CN(CC1)C1=NC(=NC(=C1)C(F)(F)F)C)=O)F 2-[1-(2,2-difluoroethyl)-1H-pyrazolo[3,4-b]pyrazin-6-yl]-7-[2-methyl-6-(trifluoromethyl)pyrimidin-4-yl]-2,7-diazaspiro[4.4]nonan-1-one